C(#N)C1=C(C=CC(=N1)C(=O)OC)C methyl 6-cyano-5-methylpicolinate